ClC=1C=C(C=NC1)N(S(=O)(=O)CCN1CC2OC(C1)C2)CC=2SC(=CN2)C=2OC(=NN2)C(F)F N-(5-chloropyridin-3-yl)-N-({5-[5-(difluoromethyl)-1,3,4-oxadiazol-2-yl]-1,3-thiazol-2-yl}methyl)-2-{6-oxa-3-azabicyclo[3.1.1]heptan-3-yl}ethane-1-sulfonamide